FC(C)(F)C=1C=C(C(=NC1)NCC=1SC(=CC1C(=O)OC)C(C(F)(F)F)(F)F)S(=O)(=O)CC methyl 2-[[[5-(1,1-difluoroethyl)-3-ethylsulfonyl-2-pyridyl]amino]methyl]-5-(1,1,2,2,2-pentafluoroethyl)thiophene-3-carboxylate